C1(=CC=CC=C1)C1=NC(=NC(=N1)C1=CC=CC=C1)C1=C(C=C(C=C1)OCCCCCC)O 2-(4,6-diphenyl-1,3,5-triazin-2-yl)-5-[hexyloxy]-phenol